FC1(CCC(CC1)B1OC(C(O1)(C)C)(C)C)F 2-(4,4-difluorocyclohexan-1-yl)-4,4,5,5-tetramethyl-1,3,2-dioxaborolane